3-bromo-4-[4-(trifluoromethoxy)piperidine-1-carbonyl]benzonitrile BrC=1C=C(C#N)C=CC1C(=O)N1CCC(CC1)OC(F)(F)F